C(#N)C1=CC=C(C=C1)N1N=C(C=C1OCC1=NC=CC=C1)C(=O)N1C[C@@H](CCC1)NC(=O)OC(C)(C)C N-((3R)-1-{[1-(4-cyanophenyl)-5-(2-pyridyl-methoxy)pyrazol-3-yl]carbonyl}(3-piperidyl))(tert-butoxy)carboxamide